ethyl (S)-3-(3-(2-(hydroxymethyl)pyrrolidin-1-yl)propoxy)propionate OC[C@H]1N(CCC1)CCCOCCC(=O)OCC